C(C)OC(=O)C1=CC=NC2=CC=C(C=C12)CC=1C=NC(=CC1C)C 6-((4,6-dimethylpyridin-3-yl)methyl)quinoline-4-carboxylic acid ethyl ester